7-(2,6-dibromo-4-nitro-phenoxy)-1,3,4,5-tetrahydro-1-benzazepin-2-one BrC1=C(OC=2C=CC3=C(CCCC(N3)=O)C2)C(=CC(=C1)[N+](=O)[O-])Br